3-[5-[1-(2-fluoro-6-methyl-phenyl)-piperidin-4-yl]-6-oxo-7-(2-trifluoromethyl-benzyl)-4,5,6,7-tetrahydro-pyrazolo[3,4-d]pyrimidin-2-yl]-azetidine-1-sulfonic acid dimethylamide CN(S(=O)(=O)N1CC(C1)N1N=C2N(C(N(CC2=C1)C1CCN(CC1)C1=C(C=CC=C1C)F)=O)CC1=C(C=CC=C1)C(F)(F)F)C